BrC1=CC=C(C=C1)C1=NN(C(O1)(C(F)(F)F)C1=C(C=CC=C1)NS(=O)(=O)C1=CC=C(C=C1)C)C1=CC=CC=C1 N-(2-(5-(4-bromophenyl)-3-phenyl-2-(trifluoromethyl)-2,3-dihydro-1,3,4-oxadiazol-2-yl)phenyl)-4-methylbenzenesulfonamide